5-ethyl-6-(2-(2-methyl-6-(trifluoromethyl)pyrimidin-4-yl)-2,6-diazaspiro[3.4]octan-6-yl)-1-(tetrahydro-2H-pyran-2-yl)-1,5-dihydro-4H-pyrazolo[3,4-d]pyrimidin-4-one C(C)N1C(=NC2=C(C1=O)C=NN2C2OCCCC2)N2CC1(CN(C1)C1=NC(=NC(=C1)C(F)(F)F)C)CC2